ClC=1C=C2C3=C(NC2=CC1)[C@@H](N(CC3)C(=O)OC(C)(C)C)CC3COCOC3 tert-butyl (1S)-6-chloro-1-(1,3-dioxan-5-ylmethyl)-1,3,4,9-tetrahydropyrido[3,4-b]indole-2-carboxylate